COC1=C(C=CC(=O)O)C=CC=C1OC 2,3-dimethoxycinnamic acid